CC=1C=C(C=CC1)CN 1-(3-methylphenyl)methanamine